4-(3-Chlorophenyl)-5-methyl-2-(3-thienylmethyl)imidazole ClC=1C=C(C=CC1)C=1N=C(NC1C)CC1=CSC=C1